2-(3β-(tert-butyldimethylsilyloxy)-androst-5-en-17β-yloxy)-acetic acid [Si](C)(C)(C(C)(C)C)O[C@@H]1CC2=CC[C@H]3[C@@H]4CC[C@@H]([C@@]4(C)CC[C@@H]3[C@]2(CC1)C)OCC(=O)O